methyl 5-(1-aminoisoquinolin-7-yl)-3-(2-(2-ethoxy-2-oxoethyl)-5-methylphenoxy)-2,3-dihydrospiro[indene-1,4'-piperidine]-1'-carboxylate NC1=NC=CC2=CC=C(C=C12)C=1C=C2C(CC3(CCN(CC3)C(=O)OC)C2=CC1)OC1=C(C=CC(=C1)C)CC(=O)OCC